2-methylsulfinyl-4-(oxetan-3-yloxy)pyrimidine-5-carbonitrile CS(=O)C1=NC=C(C(=N1)OC1COC1)C#N